C1=CC=CC=2C3=CC=CC=C3C(C12)COC(=O)N[C@H](C(=O)O)CCC=C (2S)-2-[[(9H-fluoren-9-ylmethoxy)carbonyl]amino]-5-hexenoic acid